N-[trans-4-[[4-amino-7-(cyclopropylamino)-5,5-dimethyl-6H-benzo[H]quinazolin-8-yl]oxy]cyclohexyl]carbamic acid tert-butyl ester C(C)(C)(C)OC(N[C@@H]1CC[C@H](CC1)OC=1C=CC2=C(CC(C=3C(=NC=NC23)N)(C)C)C1NC1CC1)=O